1-[(1R,3R)-1-[2,6-difluoro-4-[1-(3-fluoropropyl)azetidin-3-yl]oxy-phenyl]-3-methyl-1,3,4,9-tetrahydropyrido[3,4-b]indol-2-yl]-2-fluoro-2-methyl-propan-1-one FC1=C(C(=CC(=C1)OC1CN(C1)CCCF)F)[C@H]1N([C@@H](CC2=C1NC1=CC=CC=C21)C)C(C(C)(C)F)=O